di(2-hydroxyethyl)-methyl-tridecyl-ammonium chloride [Cl-].OCC[N+](CCCCCCCCCCCCC)(C)CCO